C(C)OC(=O)C1=CC(=NN1C)N 3-amino-1-methyl-1H-pyrazole-5-carboxylic acid ethyl ester